4-(3-((2-aminopyrimidin-4-yl)amino)-4-(4-methylpiperazin-1-yl)phenyl)-2-(thiazol-2-yl)but-3-yn-2-ol NC1=NC=CC(=N1)NC=1C=C(C=CC1N1CCN(CC1)C)C#CC(C)(O)C=1SC=CN1